[Si](C)(C)(C(C)(C)C)OCCCCN1C(CC(C1)C1=C(C(=CC=C1OCOCC[Si](C)(C)C)Cl)Cl)=S 1-(4-((tert-butyldimethylsilyl)oxy)butyl)-4-(2,3-dichloro-6-((2-(trimethylsilyl)ethoxy)methoxy)phenyl)pyrrolidine-2-thione